C12C(C3CC(CC(C1)C3)C2)NCC2=CC=C(CSC3=C1CN(C(C1=CC=C3)=O)C3C(NC(CC3)=O)=O)C=C2 3-(4-((4-((adamantan-2-ylamino)methyl)benzyl)thio)-1-oxoisoindolin-2-yl)piperidine-2,6-dione